ClC1=CC(=C(COC2=NC=3CN(CCC3C=C2C#N)CC2=NC3=C(N2C[C@H]2OCC2)C=C(C=C3)C(=O)O)C=C1)F (S)-2-((2-((4-chloro-2-fluorobenzyl)oxy)-3-cyano-5,8-dihydro-1,7-naphthyridin-7(6H)-yl)methyl)-1-(oxetan-2-ylmethyl)-1H-benzo[d]imidazole-6-carboxylic acid